dilauroyl-arginine ethyl ester C(C)OC([C@@H](N(C(CCCCCCCCCCC)=O)C(CCCCCCCCCCC)=O)CCCNC(N)=N)=O